BrC1=CC=C(C=C1)[C@@H](C)N(C(OC(C)(C)C)=O)C t-butyl (R)-(1-(4-bromophenyl)ethyl)(methyl)carbamate